NC(C(=O)O)CCC1=C(C=CC=C1)OCC 2-amino-4-(2-ethoxyphenyl)butanoic acid